2-((1-((4-ethoxy-3-(5-methyl-4-oxo-7-propyl-3,4-dihydroimidazo[5,1-f][1,2,4]triazin-2-yl)phenyl)sulfonyl)azetidin-3-yl)amino)ethyl nitrate [N+](=O)(OCCNC1CN(C1)S(=O)(=O)C1=CC(=C(C=C1)OCC)C1=NN2C(C(N1)=O)=C(N=C2CCC)C)[O-]